BrC1=CC2=C(C=NNC2=O)N=C1 3-bromopyrido[2,3-d]pyridazin-5-one